C1=CC=CC=2C3=CC=CC=C3C(C12)COC(=O)N[C@H](C(=O)O)CC1=CNC2=C(C=CC=C12)C1=CC=C(C=C1)OC (S)-2-((((9H-fluoren-9-yl)methoxy)carbonyl)amino)-3-(7-(4-methoxyphenyl)-1H-indol-3-yl)propanoic acid